Tert-butyl N-[1-[1-(2,6-dioxo-3-piperidyl)-3-methyl-2-oxo-benzimidazol-4-yl]-4-piperidyl]-N-methyl-carbamate O=C1NC(CCC1N1C(N(C2=C1C=CC=C2N2CCC(CC2)N(C(OC(C)(C)C)=O)C)C)=O)=O